C1=C(C=CC=2SC3=CC=CC=C3NC12)CN (10H-phenothiazine-2-yl)methylamine